Cl.C1(CC1)CN1CC2=CC(=CC=C2CC1)NC=1C=NN(C1)C(F)F 2-(cyclopropylmethyl)-N-(1-(difluoromethyl)-1H-pyrazol-4-yl)-1,2,3,4-tetrahydroisoquinolin-7-amine hydrochloride